(S)-11-Benzyl-3,6,9-trioxo-1-phenyl-2-oxa-4,7,10-triazadodecan-12-oic Acid C(C1=CC=CC=C1)[C@H](NC(CNC(CNC(OCC1=CC=CC=C1)=O)=O)=O)C(=O)O